(terephthalic acid) succinate C(CCC(=O)O)(=O)O.C(C1=CC=C(C(=O)O)C=C1)(=O)O